C(C)(C)(C)[Si](C1=CC=CC=C1)(C1=CC=CC=C1)OC\C=C(\CCC=C(C)C)/C Tert-butyl({[(2E)-3,7-dimethylocta-2,6-dien-1-yl]oxy})diphenylsilane